bis(2-(octadecyloxy)ethyl)amine C(CCCCCCCCCCCCCCCCC)OCCNCCOCCCCCCCCCCCCCCCCCC